O=C1NC(CCC1N1C(C2=CC=C(C=C2C1=O)CN1CCC(CC1)C=1C2=C(N=C(N1)C)SC1=C2CCC1)=O)=O 2-(2,6-dioxopiperidin-3-yl)-5-((4-(2-methyl-6,7-dihydro-5H-cyclopenta[4,5]thieno[2,3-d]pyrimidin-4-yl)piperidin-1-yl)methyl)isoindoline-1,3-dione